NC1=NC(=C2C(=N1)NN=C2C2=CC(=CC=C2)OC)C=2C(=C(C=CC2)N2C(C1=C(C=C(C=C1C=C2)C2CC2)F)=O)CO 2-{3-[6-amino-3-(3-methoxyphenyl)-1H-pyrazolo[3,4-d]pyrimidin-4-yl]-2-(hydroxymethyl)phenyl}-6-cyclopropyl-8-fluoroisoquinolin-1(2H)-one